2-[(5-chloro-3-cyano-4,6-dimethylpyridin-2-yl)amino]-N-(4-chloro-phenyl)-N-(propan-2-yl)acetamide ClC=1C(=C(C(=NC1C)NCC(=O)N(C(C)C)C1=CC=C(C=C1)Cl)C#N)C